8-bromo-1-(4-(4-(2-hydroxyethyl)piperazin-1-yl)-3-(trifluoromethyl)phenyl)-3-methyl-1H-imidazo[4,5-c]quinolin-2(3H)-one BrC1=CC=2C3=C(C=NC2C=C1)N(C(N3C3=CC(=C(C=C3)N3CCN(CC3)CCO)C(F)(F)F)=O)C